(2s,3s,4r,5r)-5-(6-(((4-bromopyridin-2-yl)methyl)amino)-2-(5-chloropyridin-3-yl)-9H-purin-9-yl)-3,4-dihydroxy-N-(methyl-d3)-tetrahydrofuran-2-carboxamide BrC1=CC(=NC=C1)CNC1=C2N=CN(C2=NC(=N1)C=1C=NC=C(C1)Cl)[C@H]1[C@@H]([C@@H]([C@H](O1)C(=O)NC([2H])([2H])[2H])O)O